2-[(3-methoxyphenyl)methyl]-4-nitro-2H-indazole COC=1C=C(C=CC1)CN1N=C2C=CC=C(C2=C1)[N+](=O)[O-]